3-(dimethylamino)-1-(2-isopropoxy-6-methoxypyridin-4-yl)propan-1-one CN(CCC(=O)C1=CC(=NC(=C1)OC)OC(C)C)C